N,N-dimethyl-2-methoxyethylammonium acetate C(C)(=O)[O-].C[NH+](C)CCOC